C(C)(=O)OC1=C(C=C(C=C1C(Br)Br)OC(C)=O)C(Br)Br 2,6-Bis(dibromomethyl)-1,4-phenylene diacetate